I.NCCC(=O)O beta-alanine hydroiodide